(R)-2-((5-chloro-3-(1-methyl-1H-pyrazol-3-yl)pyridin-2-yl)amino)propan-1-ol ClC=1C=C(C(=NC1)N[C@@H](CO)C)C1=NN(C=C1)C